C(#N)C1=CC(=C(COC2=CC=CC(=N2)C2CCN(CC2)CC2=NC3=C(N2CC2CN=C(O2)C)C=C(C=C3)C(=O)O)C=C1)F 2-((4-(6-((4-cyano-2-fluorobenzyl)oxy)pyridin-2-yl)piperidin-1-yl)methyl)-1-((2-methyl-4,5-dihydrooxazol-5-yl)methyl)-1H-benzo[d]imidazole-6-carboxylic acid